CCCCCCC/C=C\CCCCCCCC(=O)OC[C@H](COP(=O)(O)OC[C@@H](C(=O)O)N)OC(=O)CCCCCCC/C=C\CCCCC 1-(9Z-heptadecenoyl)-2-(9Z-pentadecenoyl)-glycero-3-phosphoserine